(2R)-2-{[7-bromo-2-(1-methyl-1H-pyrazol-4-yl)[1,2,4]triazolo[1,5-c]quinazolin-5-yl]amino}-1-[(2R)-2-methylmorpholin-4-yl]propan-1-one BrC1=CC=CC=2C=3N(C(=NC12)N[C@@H](C(=O)N1C[C@H](OCC1)C)C)N=C(N3)C=3C=NN(C3)C